2-((6-chloro-3-methyl-2,4-dicarbonyl-3,4-dihydropyridine-1(2H)-yl)methyl)benzonitrile ClC1=CC(C(C(N1CC1=C(C#N)C=CC=C1)=C=O)C)=C=O